BrC1=CC(=CC(=N1)C(C)=O)C 1-(6-bromo-4-methylpyridin-2-yl)ethan-1-one